terphenyl-4,4''-dicarboxaldehyde C1(=CC=C(C=C1)C=O)C=1C(=CC=CC1)C1=CC=C(C=C1)C=O